2-(1-((2-(3,5-dichlorophenyl)-6-((2-(4-((1r,3r)-3-hydroxy-3-methylcyclobutyl)piperazin-1-yl)pyrimidin-5-yl)oxy)pyridin-4-yl)methyl)piperidin-4-yl)acetic acid ClC=1C=C(C=C(C1)Cl)C1=NC(=CC(=C1)CN1CCC(CC1)CC(=O)O)OC=1C=NC(=NC1)N1CCN(CC1)C1CC(C1)(C)O